[4-(4-Fluoro-benzylamino)-2-methylphenyl]-carbamic acid propyl ester C(CC)OC(NC1=C(C=C(C=C1)NCC1=CC=C(C=C1)F)C)=O